3-(3-(isopentyloxy)phenyl)propan-1-amine C(CC(C)C)OC=1C=C(C=CC1)CCCN